C1(CCCC1)N1C(CN(C=2C(N[C@](NC12)(N)NC=1C=C2C=CN(C2=CC1OC)C(CN1CCN(CC1)C)=O)=O)C)CC (R)-8-cyclopentyl-7-ethyl-2-{{6-methoxy-1-[2-(4-methylpiperazin-1-yl)acetyl]indol-5-yl}amino}-5-methyl-7,8-dihydropterin